OC[C@H](C1=CC=CC=C1)NC1=NC(=NC=C1C1=NC(=NO1)C)NC1=CC2=C(B(OC2(C)C)O)C=C1 (S)-5-((4-((2-hydroxy-1-phenylethyl)amino)-5-(3-methyl-1,2,4-oxadiazol-5-yl)pyrimidin-2-yl)amino)-3,3-dimethylbenzo[c][1,2]oxaborol-1(3H)-ol